C(C)(=O)OC=1COC=CC1OC(C)=O 2H-pyran-3,4-diyl diacetate